N1C(=CC=C1)CNC(=O)[C@H]1N2C3=C(C=CC=C3C1)CC[C@@H](C2=O)NC([C@H]([C@H](CC)C)NC(COCCF)=O)=O (2S,5S)-5-{(2S,3S)-2-[2-(2-Fluoro-ethoxy)-acetylamino]-3-methyl-pentanoylamino}-4-oxo-1,2,4,5,6,7-hexahydro-azepino[3,2,1-hi]indole-2-carboxylic acid (1H-pyrrol-2-ylmethyl)-amide